N-{(2S,3R,4S)-1-(cyclopropanecarbonyl)-2-[(3',5'-difluoro[1,1'-biphenyl]-3-yl)methyl]-4-fluoropyrrolidin-3-yl}ethanesulfonamide C1(CC1)C(=O)N1[C@H]([C@H]([C@H](C1)F)NS(=O)(=O)CC)CC=1C=C(C=CC1)C1=CC(=CC(=C1)F)F